tert-butyl (3-butyl-4,5-dihydronaphtho[1,2-c]isoxazol-7-yl)carbamate C(CCC)C1=C2C(=NO1)C1=CC=C(C=C1CC2)NC(OC(C)(C)C)=O